6-((2-((3R,4S)-3-amino-4-fluoropiperidin-1-yl)-6-methoxy-1H-benzo[d]imidazol-1-yl)methyl)nicotinonitrile hydrochloride Cl.N[C@@H]1CN(CC[C@@H]1F)C1=NC2=C(N1CC1=NC=C(C#N)C=C1)C=C(C=C2)OC